O[C@H](C(=O)N1CC2(CC2)C[C@H]1C(=O)N[C@@H](C[C@H]1C(NCC1)=O)C(COC(F)(F)F)=O)C(C)(C)C (S)-5-((S)-2-hydroxy-3,3-dimethylbutanoyl)-N-((S)-3-oxo-1-((S)-2-oxopyrrolidin-3-yl)-4-(trifluoromethoxy)butan-2-yl)-5-azaspiro[2.4]heptane-6-carboxamide